5-(4-Bromophenyl)pyrrolidin-2-one BrC1=CC=C(C=C1)C1CCC(N1)=O